5-(1-(2,2-difluoroethyl)-2-methyl-1H-benzo[d]imidazol-6-yl)-6-fluoro-N-((3R,4S)-3-fluoro-1-(oxetan-3-yl-3-d)piperidin-4-yl)-4-methoxypyrrolo[2,1-f][1,2,4]triazin-2-amine FC(CN1C(=NC2=C1C=C(C=C2)C=2C(=CN1N=C(N=C(C12)OC)N[C@@H]1[C@@H](CN(CC1)C1(COC1)[2H])F)F)C)F